C(C)N1N=CC2=CC=C(C=C12)COC1=CC=CC(=N1)C1CCN(CC1)CC1=NC2=C(N1C[C@H]1OCC1)C=C(C=C2)C(=O)OC(C)(C)C Tert-butyl (S)-2-((4-(6-((1-ethyl-1H-indazol-6-yl) methoxy) pyridin-2-yl) piperidin-1-yl) methyl)-1-(oxetan-2-ylmethyl)-1H-benzo[d]imidazole-6-carboxylate